Cl.CNCCC1OCCC1 N-methyl-2-tetrahydrofuran-2-yl-ethanamine hydrochloride